N-(2-methoxy-4,5-dinitro-phenyl)-6-methyl-pyridazin-3-amine COC1=C(C=C(C(=C1)[N+](=O)[O-])[N+](=O)[O-])NC=1N=NC(=CC1)C